C(C)(C)(C)OC(=O)N1[C@@H](C[C@@H](C1)OCC1=CC=CC=C1)C(=O)OCC1=CC=CC=C1 (2S,4S)-4-(benzyloxy)pyrrolidine-1,2-dicarboxylic acid 2-benzyl 1-tert-butyl ester